ClC=1C=C(C(=NC1)COC1=CC=CC(=N1)C1CCN(CC1)CC1=NC2=C(N1C[C@H]1OCC1)C=C(C=C2)C(=O)O)F (S)-2-((4-(6-((5-chloro-3-fluoropyridin-2-yl)methoxy)pyridin-2-yl)piperidin-1-yl)methyl)-1-(oxetan-2-ylmethyl)-1H-benzo[d]imidazole-6-carboxylic acid